(3aR,4S,7aR)-Octahydro-4-hydroxy-4-[2-(3-methylphenyl)ethynyl]-1H-indole-1-carboxylic acid methyl ester COC(=O)N1CC[C@H]2[C@@](CCC[C@@H]12)(C#CC1=CC(=CC=C1)C)O